OC1=C(C(=CC(=C1)O)OC)C(C=CC1=CC(=C(C=C1)O)OC)=O 1-(2,4-Dihydroxy-6-methoxyphenyl)-3-(4-hydroxy-3-methoxyphenyl)prop-2-en-1-one